C(C=C)(=O)[O-].[Li+] Lithium acrylat